BrC=1C(=NC=C(C1)CC(C)(C)C)NC1=CCCC(C1)(C)C 3-[[3-bromo-5-(2,2-dimethylpropyl)-2-pyridyl]amino]-5,5-dimethyl-cyclohex-2-en